4-[[(3R,4R)-1-(2-cyanoacetyl)-4-methyl-3-piperidinyl]-methyl-amino]pyrrolo[2,3-d]pyrimidine-7-carboxylic acid azetidin-3-yl ester N1CC(C1)OC(=O)N1C=CC2=C1N=CN=C2N(C)[C@H]2CN(CC[C@H]2C)C(CC#N)=O